2-(1-(4-Amino-3-(2-chloro-5-hydroxyphenyl)-1H-pyrazolo[3,4-d]pyrimidin-1-yl)ethyl)-3-(3-Fluorophenyl)-4H-chromen-4-one NC1=C2C(=NC=N1)N(N=C2C2=C(C=CC(=C2)O)Cl)C(C)C=2OC1=CC=CC=C1C(C2C2=CC(=CC=C2)F)=O